C(#N)C1(CC1)NS(=O)(=O)C1=CC=C2C3=C(N(C2=C1)C=1SC(=NN1)C(F)F)N=CN=C3 N-(1-cyanocyclopropyl)-9-(5-(difluoromethyl)-1,3,4-thiadiazol-2-yl)-9H-pyrimido[4,5-b]indole-7-sulfonamide